strontium-iron oxide [O-2].[Fe+2].[Sr+2].[O-2]